FC=1C=C2C(C(=CN3C2=C(C1F)OCC3)CN[C@@H]3CN(CCC3)C=3C=NC(=CC3)[N+](=O)[O-])=O (S)-9,10-difluoro-6-(((1-(6-nitropyridin-3-yl)piperidin-3-yl)amino)methyl)-2,3-dihydro-7H-[1,4]oxazino[2,3,4-ij]quinolin-7-one